1-(4-(5-chloro-7-fluoro-6-(3-methoxy-1-naphthyl)-2,1-benzothiazol-3-yl)-1-piperazinyl)-2-(hydroxymethyl)-2-propen-1-one ClC=1C(=C(C=2C(=C(SN2)N2CCN(CC2)C(C(=C)CO)=O)C1)F)C1=CC(=CC2=CC=CC=C12)OC